2-(7-chloro-3-methoxy-5-methylthieno[2,3-c]pyridin-4-yl)ethanol ClC=1N=C(C(=C2C1SC=C2OC)CCO)C